FC1=C(C=CC(=C1C)[N+](=O)[O-])O 2-fluoro-3-methyl-4-nitro-phenol